(R)-(5-(triethylsilyl)pent-4-yn-2-yl)carbamic acid tert-butyl ester C(C)(C)(C)OC(N[C@H](C)CC#C[Si](CC)(CC)CC)=O